2-(5-bromobenzofuran-2-yl)-5-(sec-butyldithio)-1,3,4-oxadiazole BrC=1C=CC2=C(C=C(O2)C=2OC(=NN2)SSC(C)CC)C1